OCC[C@H](CCC)NC=1C2=C(N=C(N1)NC(OC)=O)C(=NN2CC2=NC(=CC=C2OC)C(C)(C)NC(=O)OC)I Methyl (S)-(7-((1-hydroxyhexan-3-yl)amino)-3-iodo-1-((3-methoxy-6-(2-((methoxycarbonyl)amino)propan-2-yl)pyridin-2-yl)methyl)-1H-pyrazolo[4,3-d]pyrimidin-5-yl)carbamate